N(C(=N)N)CC=1C=C(C(=O)OCCN2C(C=CC2=O)=O)C=C(C1)[131I] Maleimidoethyl 3-(guanidinomethyl)-5-[131I]iodobenzoate